FC1(CCC(CC1)N(C(OC(C)(C)C)=O)C1=NC(=NC(=C1)N1CCOCC1)C=1SC=C(N1)C)F tert-butyl (4,4-difluorocyclohexyl)(2-(4-methyl thiazol-2-yl)-6-morpholino pyrimidin-4-yl)carbamate